(S)-4-(cyclopropyl(5-(5,6,7,8-tetrahydro-1,8-naphthyridin-2-yl)pentyl)amino)-2-(2-ethylbutanamido)butanoic acid C1(CC1)N(CC[C@@H](C(=O)O)NC(C(CC)CC)=O)CCCCCC1=NC=2NCCCC2C=C1